FC=1C(=NC=C(C1)F)C(=O)N(C)OC 3,5-difluoro-N-methoxy-N-methyl-pyridine-2-carboxamide